(S)-N-((1-(4-(trifluoromethyl)phenyl)-1,2,3,4-tetrahydropyrido[2,3-b]pyrazin-3-yl)methyl)acetamide FC(C1=CC=C(C=C1)N1C2=C(N[C@H](C1)CNC(C)=O)N=CC=C2)(F)F